(R)-5-(bicyclo[2.1.1]hexan-1-yl)-7-bromo-3-cyclopentyl-8-methoxy-2-methyl-2,3,4,5-tetrahydrobenzo[f][1,2,5]thiadiazepine 1,1-dioxide C12(CCC(C1)C2)N2C[C@H](N(S(C1=C2C=C(C(=C1)OC)Br)(=O)=O)C)C1CCCC1